COC(C1=C(C=CC(=C1)\C=C\C(N1C(C=CC1)=O)=O)O)=O (E)-methyl-2-hydroxy-5-(3-oxo-3-(2-oxo-2,5-dihydro-1H-pyrrol-1-yl) Prop-1-en-1-yl)benzoate